acetoxyl-(2-aminobenzimidazole) zinc [Zn].O(C(=O)C)C1=CC=CC=2N=C(NC21)N